t-octyl-methacrylamide C(C)(C)(CC(C)(C)C)C=C(C(=O)N)C